4-methoxy-2-methyl-5-(2,2,2-trifluoroethyl)pyrimido[5,4-b]indole-8-carbaldehyde COC1=NC(=NC2=C1N(C=1C=CC(=CC21)C=O)CC(F)(F)F)C